C(C(C)C)[Mg]OCCCC isobutyl-n-butoxymagnesium